C1=CC=CC=2C3=CC=CC=C3C(C12)COC(=O)NCCC(=O)NC1=C(O[C@@H]2[C@@H]([C@H]([C@@H]([C@H](O2)C(=O)O)O)O)O)C=CC(=C1)COC(=O)OC1=CC=C(C=C1)[N+](=O)[O-] (2S,3S,4S,5R,6R)-6-(2-(3-((((9H-fluoren-9-yl)methoxy)carbonyl)amino)propanamido)-4-((((4-nitrophenoxy)carbonyl)oxy)methyl)phenoxy)-3,4,5-trihydroxytetrahydro-2H-pyran-2-carboxylic acid